cis-4-(2-Amino-2-methylpropanoyl)-N-(1-(4-(((4-aminocyclohexyl)(ethyl)amino)methyl)phenyl)-2-oxo-1,2-dihydropyrimidin-4-yl)piperazine-1-carboxamide hydrochloride salt Cl.NC(C(=O)N1CCN(CC1)C(=O)NC1=NC(N(C=C1)C1=CC=C(C=C1)CN(CC)[C@@H]1CC[C@@H](CC1)N)=O)(C)C